2-oxa-6-azaspiro[3.3]heptan-6-ylpentanamide C1OCC12CN(C2)C(C(=O)N)CCC